C1(CC1)C(CC(=O)OC)=O methyl 3-cyclopropyl-3-oxopropanoate